N-(3-fluoro-4-(piperazin-1-yl)phenyl)-2-methyl-4-(1,2,3,6-tetrahydropyridin-4-yl)benzamide FC=1C=C(C=CC1N1CCNCC1)NC(C1=C(C=C(C=C1)C=1CCNCC1)C)=O